N1C(=CC2=CC=CC=C12)CN1CN(C2=NC(N(C2=C1)C)N[C@@H]1C[C@@H](CC1)CO)C 1-((1H-indol-2-yl)methyl)-8-((1S,3R)-3-(hydroxymethyl)cyclopentylamino)-3,7-dimethyl-1H-purine